O=C(O)C1C=C(O)C(O)=C(OC(=O)C2C=C(O)C(O)=C(O)C=2)C=1 digallic acid